N1C=C(C=2C1=NC=CC2)\C=C/2\C(N(C(N2)=O)C)=O (Z)-5-((1H-pyrrolo[2,3-b]pyridin-3-yl)methylene)-3-methylimidazolidine-2,4-dione